5-[(3-{4-[(1-methylpiperidin-4-yl)amino]-1-(2,2,2-trifluoroethyl)-1H-indol-2-yl}prop-2-yn-1-yl)amino]pyridine-2-carbonitrile CN1CCC(CC1)NC1=C2C=C(N(C2=CC=C1)CC(F)(F)F)C#CCNC=1C=CC(=NC1)C#N